aminostilbenesulfonic acid NC1=C(C(=CC=C1)C=CC1=CC=CC=C1)S(=O)(=O)O